BrC=1C=C(C=C(C1)F)[C@@H](CO)N1C(C=C(C=C1)C=1C=C2C(=CN1)NN=C2C=2C=NC(=CC2)OC)=O (S)-1-(1-(3-bromo-5-fluorophenyl)-2-hydroxyethyl)-4-(3-(6-methoxypyridin-3-yl)-1H-pyrazolo[3,4-c]pyridin-5-yl)pyridin-2(1H)-one